C(C1=CC=C(C=C1)OC)O anisylalcohol